OC1(NC(C2=CC=CC=C12)=O)C1=CC=CC2=CC=CC=C12 3-hydroxy-3-(naphthalen-1-yl)isoindoline-1-one